O=C1NC(CC[C@@H]1N1CC2=CC=C(C=C2C1=O)N1CCN(CC1)CC1CCC(CC1)(C(=O)OC)F)=O methyl (S)-4-((4-(2-(2,6-dioxopiperidin-3-yl)-3-oxoisoindolin-5-yl)piperazin-1-yl)methyl)-1-fluorocyclohexane-1-carboxylate